C(C=C)N(NC(C(C)C=1C(=C(C=CC1)CCC(=O)OCC)F)=O)C(=O)OC(C)(C)C ethyl 3-[3-[2-(2-allyl-2-tert-butoxycarbonyl-hydrazino)-1-methyl-2-oxo-ethyl]-2-fluoro-phenyl]propanoate